C(CCCCC)C(C(=O)OCC(COC(C(CCCCCCCC)CCCCCC)=O)(COC(C(CCCCCCCC)CCCCCC)=O)COC(C(CCCCCCCC)CCCCCC)=O)CCCCCCCC pentaerythritol tetrakis(2-hexyldecanoate)